chromate [Cr](=O)(=O)([O-])[O-]